C(=C)C1=CC=C2C=C(C=NC2=C1)N 7-Vinylquinolin-3-amine